2-Bromopyrimidin-4-amine BrC1=NC=CC(=N1)N